Chloromethyl (R)-(5-bromo-2-methylnicotinoyl)(1-(2-fluoro-5-(trifluoromethoxy)phenyl)ethyl)carbamate BrC=1C=NC(=C(C(=O)N(C(OCCl)=O)[C@H](C)C2=C(C=CC(=C2)OC(F)(F)F)F)C1)C